N-(4-Chlorophenyl)maleimide ClC1=CC=C(C=C1)N1C(C=CC1=O)=O